C(C)(C)(C)OC(=O)C1CC2C(NC1C1=CC=C(C=C1)NC1CCCC1)CCC2 cis-tert-butyl-2-[4-(cyclopentylamino)phenyl]-2,3,4,4a,5,6,7,7a-octahydro-1H-cyclopenta[b]pyridine-3-carboxylate